NC1=NC=CC=C1C1=NC=2C(=NC(=CC2)C2=CC=CC=C2)N1C1=CC=C(COC2=CC(=C(C=O)C=C2)O)C=C1 4-((4-(2-(2-Aminopyridin-3-yl)-5-phenyl-3H-imidazo[4,5-b]pyridin-3-yl)benzyl)oxy)-2-hydroxybenzaldehyde